BrC1=CC=C2C(=NC(=NC2=C1F)OC[C@H]1N(CCC1)C)N1C[C@@H](N(CC1)C(=O)OCC1=CC=CC=C1)CC#N benzyl (S)-4-(7-bromo-8-fluoro-2-(((S)-1-methylpyrrolidin-2-yl)methoxy)quinazolin-4-yl)-2-(cyanomethyl)piperazine-1-carboxylate